(S)-(7-(3,4-dimethoxyphenyl)pyrazolo[1,5-a]pyrimidin-2-yl)(3-methylpiperazin-1-yl)methanone COC=1C=C(C=CC1OC)C1=CC=NC=2N1N=C(C2)C(=O)N2C[C@@H](NCC2)C